3E-decenoic acid C(\C=C\CCCCCCC)(=O)O